(2R,3R,5S)-4-[[5-(1,1-difluoroethyl)-3-(3,4-difluoro-2-methoxy-phenyl)-5-methyltetrahydrofuran-2-carbonyl]amino]pyridine-2-carboxamide FC(C)(F)[C@@]1(C[C@@H]([C@@H](O1)C(=O)NC1=CC(=NC=C1)C(=O)N)C1=C(C(=C(C=C1)F)F)OC)C